[Mn](=O)([O-])[O-].[Ru+3].BrC=1C=CC=2N(C1)C(=CN2)C2=NC(=NC=C2)NC=2C=CC=NC2.[Mn](=O)([O-])[O-].[Mn](=O)([O-])[O-].[Ru+3] 5-((4-(6-bromoimidazo[1,2-a]pyridin-3-yl)pyrimidin-2-yl)amino)pyridin ruthenium manganite